FC1=C(CN2C(N(C(C=C2NC2=CC3=CN(N=C3C=C2Cl)C)=O)CC=2N=CSC2)=O)C=C(C(=C1)F)F 1-(2,4,5-trifluorobenzyl)-6-(6-chloro-2-methyl-2H-indazol-5-ylamino)-3-((thiazol-4-yl)methyl)pyrimidine-2,4(1H,3H)-dione